3,4-dihydro-1H,9H,11H-3,11a-methanopyrimido[6',1':2,3]imidazo[5,1-c][1,4]oxazin-9-one C1OC2CN3C1(CN1C3=CC=NC1=O)C2